N-(Benzo[d]isothiazol-3-yl)-4-bromobenzamide S1N=C(C2=C1C=CC=C2)NC(C2=CC=C(C=C2)Br)=O